tert-Butyl 4-(2-cyclopropyl-1-(4-((S)-1-(2,2,2-trifluoroacetylamino)ethyl)phenyl)ethyl)-piperazine-1-carboxylate C1(CC1)CC(C1=CC=C(C=C1)[C@H](C)NC(C(F)(F)F)=O)N1CCN(CC1)C(=O)OC(C)(C)C